2-((3,5-bis(trifluoromethyl)phenyl)thio)isoindoline-1,3-dione FC(C=1C=C(C=C(C1)C(F)(F)F)SN1C(C2=CC=CC=C2C1=O)=O)(F)F